Decyl Chloroformate ClC(=O)OCCCCCCCCCC